C(C)(=O)OCC=CCOC(C)=O racemic-1,4-diacetoxy-2-butene